2-Isothiocyanatobutane N(=C=S)C(C)CC